COC1=CC=C(C=N1)C(=O)NC1=CC=C(C=C1)N1CCN(CC1)C1=NC=C(C=C1)C 6-Methoxy-N-[4-[4-(5-methyl-2-pyridyl)piperazin-1-yl]phenyl]pyridin-3-carboxamid